SC=1NC=C(C[C@H](N)C(=O)O)N1 2-sulfhydryl-L-histidine